ethyl 3,5-dimethyl-4-hydroxybenzoate CC=1C=C(C(=O)OCC)C=C(C1O)C